C(C)[Sn](N(CC)CC)(CC)CC Triethyl-(diethylamino)tin